C(#N)C=1C=CC(=C(C1)C1=CC=CC=C1)C 5-cyano-2-methyl-1,1'-biphenyl